[Sn]=[Te] tin-telluride